ethyl 4,8-dichloro-1,7-naphthyridine-3-carboxylate ClC1=C(C=NC2=C(N=CC=C12)Cl)C(=O)OCC